di-tert-butyl {[(2-cyanoethoxy)(diisopropylamino)phosphanyl]methyl}phosphonate C(#N)CCOP(N(C(C)C)C(C)C)CP(OC(C)(C)C)(OC(C)(C)C)=O